FC1(CCC(CC1)C(NC(=O)C1=NC=NN1CC)C=1OC2=C(N1)C=C(C=C2)C(COC)N2C(NC(C2)C(F)(F)F)=O)F N-((4,4-difluorocyclohexyl)(5-(2-methoxy-1-(2-oxo-4-(trifluoromethyl)imidazolidin-1-yl)ethyl)benzo[d]oxazol-2-yl)methyl)-1-ethyl-1H-1,2,4-triazole-5-carboxamide